NC1(CCCC1)C(C(=O)N)=C (1-aminocyclopentyl)acrylamide